tert-butyl 3-(2-(methylamino)ethyl)azetidine-1-carboxylate CNCCC1CN(C1)C(=O)OC(C)(C)C